OCOP(=O)C(CCC(=O)OC)=O methyl 4-(hydroxymethoxyphosphinyl)-4-oxobutanoate